3-[4-[3-[4-(4-Acetylpiperazin-1-yl)phenyl]-3-oxoprop-1-enyl]phenyl]prop-2-enoic acid C(C)(=O)N1CCN(CC1)C1=CC=C(C=C1)C(C=CC1=CC=C(C=C1)C=CC(=O)O)=O